7-cyclopropyl-3,7-dihydro-4H-pyrrolo[2,3-d]pyrimidin-4-one C1(CC1)N1C=CC2=C1N=CNC2=O